C(C)(=O)N[C@@H](CC(C)C)C(=O)O acetyl-L-leucine